C(C)[C@]1(C(OCC=2C(N3CC=4C(=NC=5C=C(C(=CC5C4CNS(=O)(=O)N)C)F)C3=CC21)=O)=O)O (S)-((4-ethyl-8-fluoro-4-hydroxy-9-methyl-3,14-dioxo-3,4,12,14-tetrahydro-1H-pyrano[3',4':6,7]-indolizino[1,2-b]quinolin-11-yl)-methyl)sulfamide